FC=1C=C(C=CC1F)[C@H]1N([C@H](CC1)C)C(CN1C(O[C@@]2(C1=O)CCC1=C(C(=CC=C12)NC(=O)NC)F)=O)=O 1-((S)-3'-(2-((2S,5S)-2-(3,4-difluorophenyl)-5-methylpyrrolidin-1-yl)-2-oxoethyl)-4-fluoro-2',4'-dioxo-2,3-dihydrospiro[indene-1,5'-oxazolidine]-5-yl)-3-methylurea